ClC=1C=C(C=C(C1)C#N)C(C)(C)C1=CC=C(OCC2=NC(=NC=C2)N2CCN(CC2)CC2CCN(CC2)C2CCN(CC2)C(=O)OC(C)(C)C)C=C1 tert-butyl 4-((4-(4-((4-(2-(3-chloro-5-cyanophenyl)propan-2-yl)phenoxy)methyl)pyrimidin-2-yl)piperazin-1-yl) methyl)-[1,4'-bipiperidine]-1'-carboxylate